N-methyl-N-[(2-methylbenzofuran-3-yl)methyl]prop-2-enamide CN(C(C=C)=O)CC1=C(OC2=C1C=CC=C2)C